5-vinylbenzo[b]thiophene C(=C)C1=CC2=C(SC=C2)C=C1